C(C)(C)(C)OC(NC1=CC(=NN1C1=NC=CC=C1Cl)Br)=O (3-bromo-1-(3-chloropyridin-2-yl)-1H-pyrazol-5-yl)carbamic acid tert-butyl ester